(1R)-1-(4-chlorophenyl)-6-methoxy-2-[4-[methyl-[[4-(4-methyl-3-oxopiperazin-1-yl)cyclohexyl]methyl]amino]phenyl]-7-propan-2-yloxy-1,4-dihydroisoquinolin-3-one ClC1=CC=C(C=C1)[C@H]1N(C(CC2=CC(=C(C=C12)OC(C)C)OC)=O)C1=CC=C(C=C1)N(CC1CCC(CC1)N1CC(N(CC1)C)=O)C